ethyl 2-(4,5-dichloro-3-methyl-6-oxopyridazin-1(6H)-yl)acetate ClC=1C(=NN(C(C1Cl)=O)CC(=O)OCC)C